C(C)(C)(C)C=1C(=CC(=C(C1)C(CC(C)C1=C(C=C(C(=C1)C(C)(C)C)O)C)C1=C(C=C(C(=C1)C(C)(C)C)O)C)C)O 1,1,3-Tris(5-tert-butyl-4-hydroxy-2-methyl-phenyl)butan